2,5,7,8-tetramethyl-2-[4,8,12-trimethyl-tridecyl]chroman-6-ol CC1(OC2=C(C(=C(C(=C2CC1)C)O)C)C)CCCC(CCCC(CCCC(C)C)C)C